C(C1=CC=CC=C1)OC(=O)N1[C@H](CCC1)C(=O)N(C1=CC=C(C=C1)C(C)(C)C)C(C(=O)O)C=1C=NC=CC1 2-((R)-1-((benzyloxy)carbonyl)-N-(4-(tert-butyl)phenyl)pyrrolidine-2-carboxamido)-2-(pyridine-3-yl)acetic acid